Methyl-5-((6,6-dimethyl-3-azabicyclo[3.1.0]hexane-3-carbonothioyl) thio)-2-methoxybenzoate COC(C1=C(C=CC(=C1)SC(=S)N1CC2C(C2C1)(C)C)OC)=O